ClC=1N=C(C(=NC1)C(=O)O)NC1=CC=C(C=C1)OC 5-chloro-3-((4-methoxyphenyl)amino)pyrazine-2-carboxylic acid